(R)-2-(6-fluoro-1H-indol-3-yl)-N-(pyrrolidin-3-yl)acetamide FC1=CC=C2C(=CNC2=C1)CC(=O)N[C@H]1CNCC1